tert-butyl 4-(1H-indole-2-carbonyl)-1,4-diazepane-1-carboxylate N1C(=CC2=CC=CC=C12)C(=O)N1CCN(CCC1)C(=O)OC(C)(C)C